[4-[3-(4-Hydroxyphenyl)prop-2-enoyl]phenyl] benzenesulfonate C1(=CC=CC=C1)S(=O)(=O)OC1=CC=C(C=C1)C(C=CC1=CC=C(C=C1)O)=O